FC1=CC=C(C[C@H]2CC[C@H]([C@@]2(O)CN2N=CN=C2)C)C=C1 (1S,2R,5R)-5-(4-fluorobenzyl)-2-methyl-1-(1H-1,2,4-triazol-1-ylmethyl)cyclopentan-1-ol